NC=1N=CC(=NC1OC(C)C1=C(C(=CC=C1F)F)Cl)C1=CC=C(C=C1)NC(=O)N1CCN(CC1)C 4-methyl-piperazine-1-carboxylic acid (4-{5-amino-6-[1-(2-chloro-3,6-difluoro-phenyl)-ethoxy]-pyrazin-2-yl}-phenyl)-amide